COC=1C=C(C=CC1)C(=C=CC1=NC=CC=C1)CC1=CC=CC=C1 (S)-1-(3-methoxyphenyl)-1-benzyl-3-(pyridin-2-yl)propadiene